4-morpholino-1H-pyrrolo[2,3-b]pyridine-3-carbonitrile O1CCN(CC1)C1=C2C(=NC=C1)NC=C2C#N